C(C(C)C)(=O)C12CC(C1)(C2)C(=O)OC methyl 3-isobutyrylbicyclo[1.1.1]pentane-1-carboxylate